O1N=C(C2=C1CCCC2)C(=O)N 4,5,6,7-tetrahydrobenzo[d]isoxazole-3-carboxamide